3-(2-iodophenyl)-3-methylcyclobutane-1-one IC1=C(C=CC=C1)C1(CC(C1)=O)C